ethyl (S)-2-((tert-butoxycarbonyl) amino)-5,5-difluorohexanoate C(C)(C)(C)OC(=O)N[C@H](C(=O)OCC)CCC(C)(F)F